OCCOC1=C(C=C(C=C1C)C=1NC(C2=C(N1)N=C(C=C2OC)OC)=O)C 2-(4-(2-hydroxyethoxy)-3,5-dimethylphenyl)-5,7-dimethoxypyrido[2,3-d]pyrimidin-4(3H)-one